(E)-1-fluoro-5-isopropyl-4-methoxy-2-styryl-benzene FC1=C(C=C(C(=C1)C(C)C)OC)\C=C\C1=CC=CC=C1